COC(C1=CC(=NC=C1)CN1C[C@H](CC1)N1C(N(C=2C1=NC=CC2)C2=CC=C(C=C2)OC)=O)=O (S)-2-((3-(1-(4-methoxyphenyl)-2-oxo-1,2-dihydro-3H-imidazo[4,5-b]pyridin-3-yl)pyrrolidin-1-yl)methyl)isonicotinic acid methyl ester